5-Methyl-2-(2H-1,2,3-triazole-2-yl)benzoic acid CC=1C=CC(=C(C(=O)O)C1)N1N=CC=N1